COC(COC1=CC(=CC=C1)C)OC 2,2-dimethoxyethoxyl-3-methylbenzene